(4-(pyridin-3-yl)phenyl)propanamide N1=CC(=CC=C1)C1=CC=C(C=C1)C(C(=O)N)C